C(C)OC(C(C(F)(F)F)(C(F)(F)F)F)(F)F 1-ethoxyperfluoro-isobutane